ClC=1C(=NC=2CN(CCC2C1)CC1=NC2=C(N1C[C@H]1OCC1)C=C(C=C2)C(=O)O)OCC2=C(C=C(C=C2)C(F)F)F 2-[(3-Chloro-2-{[4-(difluoromethyl)-2-fluorophenyl]methoxy}-5,6,7,8-tetrahydro-1,7-naphthyridin-7-yl)methyl]-1-{[(2S)-oxetan-2-yl]methyl}-1H-1,3-benzodiazole-6-carboxylic acid